Cl.NC1=CC=C(C(=O)O)C=C1 4-aminobenzoate hydrochloride